FC(C(=O)N)(C=1C=NC(=CC1)OC)F 2,2-difluoro-2-(6-methoxy-pyridin-3-yl)acetamide